4-(2-(1-isopropyl-1H-imidazol-4-yl)phenyl)thiazol-2-amine C(C)(C)N1C=NC(=C1)C1=C(C=CC=C1)C=1N=C(SC1)N